[3-[[2-Fluoro-4-(trifluoromethyl)phenyl]methoxy]azetidin-1-yl]-[rac-(1S,9R)-7-oxa-3,4,11-triazatricyclo[7.3.0.02,6]dodeca-2(6),4-dien-11-yl]methanon FC1=C(C=CC(=C1)C(F)(F)F)COC1CN(C1)C(=O)N1C[C@@H]2COC=3C=NNC3[C@@H]2C1 |r|